[Hf].[Na].[Bi] bismuth sodium hafnium